(S)-2-acetamido-3-(3'-ethoxy-4'-(7-oxo-6,7-dihydro-3H-[1,2,3]triazolo[4,5-d]pyrimidin-5-yl)-[1,1'-biphenyl]-3-yl)propionic acid C(C)(=O)N[C@H](C(=O)O)CC=1C=C(C=CC1)C1=CC(=C(C=C1)C=1NC(C2=C(N1)NN=N2)=O)OCC